(3-hydroxymethyl-3-methyl-triazen-1-yl)imidazole-4-carboxamide OCN(N=NC=1NC=C(N1)C(=O)N)C